2-(2,6-dioxo-3-piperidyl)-4-fluoro-1-oxo-isoindoline-5-carbonitrile O=C1NC(CCC1N1C(C2=CC=C(C(=C2C1)F)C#N)=O)=O